C1(CC1)C1=NN=C(C2=CC(=CC=C12)C1=CC=C(C=C1)F)N[C@H](C)C=1N=NC(=CC1)C (R)-4-Cyclopropyl-7-(4-fluorophenyl)-N-(1-(6-methylpyridazin-3-yl)ethyl)phthalazin-1-amin